[C@H]1([C@@H](O)[C@@H](O)[C@H](O)[C@H](O1)CO)O[C@@H]1[C@@H]([C@@H](OCCN=[N+]=[N-])O[C@@H]([C@H]1O)CO[C@@H]1[C@@H](O)[C@@H](O)[C@H](O)[C@H](O1)CO)O 2-azidoethyl 3,6-di-O-(α-D-mannopyranosyl)-α-D-mannopyranoside